ethyl 5-iodo-1-(trifluoromethyl)-1H-pyrazole-4-carboxylate IC1=C(C=NN1C(F)(F)F)C(=O)OCC